ethyl (4s,5R)-4-hydroxy-5-methyl-5-(trifluoromethyl)-4,5-dihydrofuran-2-carboxylate O[C@H]1C=C(O[C@]1(C(F)(F)F)C)C(=O)OCC